methyl 4'-cyclopropyl-4-formyl-6'-methoxy-6-((4-(5-methyl-3-(trifluoromethyl)-1H-pyrazol-1-yl)benzyl)amino)-(2,5'-bipyrimidine)-5-carboxylate C1(CC1)C1=NC=NC(=C1C1=NC(=C(C(=N1)C=O)C(=O)OC)NCC1=CC=C(C=C1)N1N=C(C=C1C)C(F)(F)F)OC